2'-fluoro-5-methyluridine-3'-phosphate P(=O)(O)(O)O[C@H]1[C@]([C@@H](O[C@@H]1CO)N1C(=O)NC(=O)C(=C1)C)(O)F